COC(C1=C(CN(C(C(C)(C)C)=O)CC(=O)O)C=CC=C1F)OC 2-(N-(2-(Dimethoxymethyl)-3-fluorobenzyl)pivalamido)acetic Acid